C(C)OC1=CC=C(C(=N1)F)C1=C(C2=C(CCC1)C=C(C=C2)O)C=2C=NC(=CC2)O[C@@H]2CN(CC2)CCCF 6-(6-Ethoxy-2-fluoro-3-pyridyl)-5-[6-[(3S)-1-(3-fluoropropyl)pyrrolidin-3-yl]oxy-3-pyridyl]-8,9-dihydro-7H-benzo[7]annulen-2-ol